C(C(CO)O)C(=O)O The molecule is a omega-hydroxy fatty acid that is butyric acid substituted by hydroxy groups at positions 3 and 4 respectively. It has a role as a human metabolite. It derives from a butyric acid.